C1(CC1)S(=O)(=O)NC=1SC=C(N1)C(C(=O)NC1=NC=C(C=N1)C=1C=NC=C(C1)OC)(C)C 2-(2-(cyclopropanesulfonamido)thiazol-4-yl)-N-(5-(5-methoxypyridin-3-yl)pyrimidin-2-yl)-2-methylpropanamide